tert-butyl 2-(2-(3-tert-butylureido)ethylcarbamoyl)thiophen-3-yl(4-(3,4-dichlorophenyl)-5-isobutylthiazol-2-yl)carbamate C(C)(C)(C)NC(NCCNC(=O)C=1SC=CC1N(C(OC(C)(C)C)=O)C=1SC(=C(N1)C1=CC(=C(C=C1)Cl)Cl)CC(C)C)=O